C(CC)C(CCCC)C1=C(C=CC=C1)O o-(1-propylamyl)phenol